C(C)(C)OC=1C=C2C(=NNC2=CC1)C=1N=C(N=NC1)N1CCOCC1 [5-(5-isopropoxy-1H-indazol-3-yl)-1,2,4-triazin-3-yl]morpholine